NC1=C2C(=NC=N1)N(N=C2C(F)F)C(C)C=2C(=C(C(=C(C2)Cl)C)C2CN(C2)C(=O)OC(C)(C)C)OC tert-Butyl 3-(3-{1-[4-amino-3-(difluoromethyl)-1H-pyrazolo[3,4-d]pyrimidin-1-yl]ethyl}-5-chloro-2-methoxy-6-methylphenyl)azetidine-1-carboxylate